FC(C1=CC=C(C=C1)N1N=NC(=C1COC1=CC=C(N=N1)N1CC(N(CC1)CCNC(OC(C)(C)C)=O)=O)C)F tert-butyl (2-(4-(6-((1-(4-(difluoromethyl)phenyl)-4-methyl-1H-1,2,3-triazol-5-yl)methoxy)pyridazin-3-yl)-2-oxopiperazin-1-yl)ethyl)carbamate